1-(5-chloro-2-hydroxymethylphenyl)-3-[3-(2-hydroxyethylamino)-5-methoxyphenyl]urea ClC=1C=CC(=C(C1)NC(=O)NC1=CC(=CC(=C1)OC)NCCO)CO